3-Ethoxy-5-{6-[2-(6-fluoro-2,4-dimethyl-indol-1-yl)-ethylamino]-pyrimidin-4-yl}-thiophen C(C)OC1=CSC(=C1)C1=NC=NC(=C1)NCCN1C(=CC2=C(C=C(C=C12)F)C)C